ClC=1C(=NN(C1NC(C1=C(C=CC=C1)NC1=CC=C(C=C1)Cl)=O)C)C(F)(F)F N-(4-chloro-1-methyl-3-(trifluoromethyl)-1H-pyrazol-5-yl)-2-((4-chlorophenyl)amino)benzamide